Pinandiol C12(C(CCC(C1(C)C)C2)(C)O)O